NC1=CC=C(C=C1)S(=O)(=O)N1C(CN(CC1)C(C1=CC(=C(C(=C1)O)O)O)=O)C(=O)N 1-((4-aminophenyl)sulfonyl)-4-(3,4,5-trihydroxybenzoyl)piperazine-2-carboxamide